7-nitrobenzo[b]thiophene [N+](=O)([O-])C1=CC=CC2=C1SC=C2